aminobenzoic acid methyl ester COC(C1=C(C=CC=C1)N)=O